C1N(CCC2=CC=CC=C12)CC=1OC=C(C(C1)=O)OCC1=CC(=CC(=C1)OC)OC 2-[(3,4-dihydro-2(1H)-isoquinolinyl)methyl]-5-[(3,5-dimethoxyphenyl)methoxy]-4H-pyran-4-one